(R)-2-(3-(3-chloro-4-fluorophenyl)-1-(1-(6,8-difluoro-1-oxo-1,2-dihydroisoquinolin-4-yl)ethyl)ureido)ethane-1-sulfonamide ClC=1C=C(C=CC1F)NC(N([C@H](C)C1=CNC(C2=C(C=C(C=C12)F)F)=O)CCS(=O)(=O)N)=O